bis(cyclopentadienyl)bis[2,6-difluoro-3-(N-benzyl-(4-toluoyl)amino)phenyl]titanium C1(C=CC=C1)[Ti](C1=C(C(=CC=C1F)N(CC1=CC=CC=C1)C(=O)C1=CC=C(C=C1)C)F)(C1=C(C(=CC=C1F)N(CC1=CC=CC=C1)C(=O)C1=CC=C(C=C1)C)F)C1C=CC=C1